6-nitro-amino-1,2,4-triazolo[4,3-b][1,2,4,5]tetrazine [N+](=O)([O-])C=1N=NC=2N(N1)C(=NN2)N